4-(bromomethyl)benzenesulfonamide BrCC1=CC=C(C=C1)S(=O)(=O)N